CN(C(C=1C(C(=O)N)=CC=CC1)=O)C N,N-dimethyl-phthalic diamide